6,7-dihydro-4H-pyrazolo[4,3-c]Pyridine-3,5-Dicarboxylic acid 5-tert-butyl 3-ethyl ester C(C)OC(=O)C1=NNC2=C1CN(CC2)C(=O)OC(C)(C)C